C(C)(C)(C)C1=CC=C(OC2=CC=C(C=C2)C2CCCN3C2=NS(CC3)(=O)=O)C=C1 9-[4-(4-tert-butylphenoxy)phenyl]-3,4,6,7,8,9-hexahydropyrido[2,1-c][1,2,4]thiadiazine 2,2-dioxide